(S)-3-(6-fluoro-1H-benzo[d]imidazol-5-yl)-4-phenyloxazolidin-2-one FC=1C(=CC2=C(NC=N2)C1)N1C(OC[C@@H]1C1=CC=CC=C1)=O